1,3-bis(2,4,6-triisopropyl-phenyl)imidazole C(C)(C)C1=C(C(=CC(=C1)C(C)C)C(C)C)N1CN(C=C1)C1=C(C=C(C=C1C(C)C)C(C)C)C(C)C